NCC1(CN(CCC1)C(=O)OC(C)(C)C)F tert-butyl 3-(aminomethyl)-3-fluoro-piperidine-1-carboxylate